CON(C(=O)NC)CC1=CC=C(C=C1)C1=NOC(=N1)C(F)(F)F 1-methoxy-3-methyl-1-[[4-[5-(trifluoromethyl)-1,2,4-oxadiazol-3-yl]-phenyl]methyl]urea